O[C@@H]1CN(CCC1(OC)OC)C1=CC=CC(=N1)C1=NC2=CC(=NC=C2C=C1)CNC(C1=CN=CC(=C1)S(=O)(=O)C)=O |r| (Racemic)-N-((2-(6-(3-hydroxy-4,4-dimethoxypiperidin-1-yl)pyridin-2-yl)-1,6-naphthyridin-7-yl)methyl)-5-(methylsulfonyl)nicotinamide